(R)-4-((1-(3-(difluoromethyl)-2-fluorophenyl)ethyl)amino)-6-(1,1-dioxotetrahydro-2H-thiopyran-4-yl)-1-methylpyrido[3,4-d]pyridazin-7(6H)-one FC(C=1C(=C(C=CC1)[C@@H](C)NC1=NN=C(C=2C1=CN(C(C2)=O)C2CCS(CC2)(=O)=O)C)F)F